CC1(CO1)C 1,1-dimethyl ethylene oxide